CN(CCN(C=1C=C(C=2N(C1)N=CC2C#N)OCOC)C)C 6-((2-(Dimethylamino)ethyl)(methyl)amino)-4-(methoxymethoxy)pyrazolo[1,5-a]pyridine-3-carbonitrile